trans-4-Acetamido-N-(4-(1-cyclopropyl-1H-pyrazol-4-yl)pyridin-2-yl)-N-((trans-4-(4-methoxy-3-methylphenyl)cyclohexyl)methyl)cyclohexanecarboxamide C(C)(=O)N[C@@H]1CC[C@H](CC1)C(=O)N(C[C@@H]1CC[C@H](CC1)C1=CC(=C(C=C1)OC)C)C1=NC=CC(=C1)C=1C=NN(C1)C1CC1